C1(CC1)C1=C(C(=NO1)C1=C(C=NC=C1OC)F)C1=CC2(C1)CCN(CC2)C=2C=C1C(=CC=NC1=CC2)C(F)(F)F 6-(2-(5-Cyclopropyl-3-(3-fluoro-5-methoxypyridin-4-yl)isoxazol-4-yl)-7-azaspiro[3.5]non-1-en-7-yl)-4-(trifluoromethyl)chinolin